[N+](=O)([O-])C=1C=C2C(C(N(C2=CC1)CC1=CC=C(C(=O)NO)C=C1)=O)=O 4-((5-nitroindole-2,3-dione-1-yl)methyl)-N-hydroxybenzamide